N2,N6-bis(4-bromophenyl)pyrazine-2,6-dicarboxamide BrC1=CC=C(C=C1)NC(=O)C1=NC(=CN=C1)C(=O)NC1=CC=C(C=C1)Br